BrC1=CN=C(C=2N1N=CN2)Cl 5-bromo-8-chloro-[1,2,4]triazolo[1,5-a]pyrazine